C(C)(C)(C)OC(=O)N=S(=O)(C)C=1C=CC2=C(C=C(O2)C(=O)O)C1 5-(N-tert-butoxycarbonyl-S-methyl-sulfonimidoyl)benzofuran-2-carboxylic acid